CN1CC(CCC1)COC1=C(C=CC=C1)C1=CC(=NO1)NC=1N=CC(=NC1)C#N 5-(5-(2-((1-methylpiperidin-3-yl)methoxy)phenyl)isoxazol-3-ylamino)pyrazine-2-carbonitrile